C(#N)[C@H]1N(CSC1)C(CNC(=O)C1=CC=NC2=CC=C(C=C12)N1CC(C1)C1CC1)=O (R)-N-(2-(4-cyanothiazolidin-3-yl)-2-oxoethyl)-6-(3-cyclopropylazetidin-1-yl)-quinoline-4-carboxamide